C(C)(C)(C)N1CCC(CC1)NC=1C2=C(N=CN1)C=CC(=N2)C=2C=NC(=C(C2)NS(=O)(=O)C2=C(C=C(C=C2)F)F)Cl tert-butyl-4-((6-(6-chloro-5-((2,4-difluorophenyl)sulfonamido)pyridin-3-yl)pyrido[3,2-d]pyrimidin-4-yl)amino)piperidine